2-[(3R)-3-{1-[3-(cyclopropylethynyl)-1-[1-(4,6-dichloropyridin-3-yl)ethyl]pyrazolo[4,3-c][1,2]diazin-6-yl]azetidin-3-yl}hexahydropyridin-1-yl]ethan-1-ol C1(CC1)C#CC1=NN(C2=C1N=NC(=C2)N2CC(C2)[C@@H]2CN(CCC2)CCO)C(C)C=2C=NC(=CC2Cl)Cl